CN1N=CC(=C1)C1=CC=2N(C(=N1)O[C@H]1CN(CC1)C(C#C)=O)C=CN2 1-[(3R)-3-[7-(1-methylpyrazol-4-yl)imidazo[1,2-c]pyrimidin-5-yl]oxypyrrolidin-1-yl]prop-2-yn-1-one